4-(2,6-Dimethylmorpholino)-N-(((1r,4r)-4-(methylamino)cyclohexyl)methyl)aniline CC1OC(CN(C1)C1=CC=C(NCC2CCC(CC2)NC)C=C1)C